BrCC=1C=C(C=C(C1)F)F 3-(bromomethyl)-1,5-difluorobenzene